CC1(C2CC3CC(CC1C3)C2)OC(CS[O+]2CCCCC2)=O 1-(2-(((1r,3r,5r,7r)-2-methyladamantan-2-yl)oxy)-2-oxoethyl)hexahydrothiopyrylium